C(C)C1=NN(C2=C1C(NCC1(CCOCC1)C2)=O)CC(COC(C2=CC(=CC=C2)C(N(C)C)=O)=O)(C)C 3-(dimethylcarbamoyl)benzoic acid [3-(3-ethyl-4-oxo-spiro[6,8-dihydro-5H-pyrazolo[4,3-c]azepin-7,4'-tetrahydropyran]-1-yl)-2,2-dimethyl-propyl] ester